CN1CC(C1)(C)[C@@](C=1C=C(C=NC1)C#CC(C)(O)C1=NN(C(=C1)C)C)(C1=CC=C(C=C1)C(C)C)O 4-{5-[(R)-(1,3-Dimethyl-azetidin-3-yl)-hydroxy-(4-isopropyl-phenyl)-methyl]-pyridin-3-yl}-2-(1,5-dimethyl-1H-pyrazol-3-yl)-but-3-yn-2-ol